N-[(3,5-difluoropyridin-2-yl)methyl]-2-[(3R)-3'-fluoro-3-methyl-[1,4'-bipiperidin]-1'-yl]-1,3-thiazole-5-carboxamide FC=1C(=NC=C(C1)F)CNC(=O)C1=CN=C(S1)N1CC(C(CC1)N1C[C@@H](CCC1)C)F